9,9-bis(4-hydroxyphenyl)xanthene OC1=CC=C(C=C1)C1(C2=CC=CC=C2OC=2C=CC=CC12)C1=CC=C(C=C1)O